(cyclopropylmethyl)-1-(2,6-dimethoxyphenyl)-2-(6-ethoxypyridin-2-yl)-1H-imidazo[4,5-b]pyrazin-6-amine C1(CC1)CC=1N=C2C(=NC1N)N(C(=N2)C2=NC(=CC=C2)OCC)C2=C(C=CC=C2OC)OC